Tert-butyl (2-{(3R)-2'-[6-amino-5-(trifluoromethyl)pyridin-3-yl]-5',6'-dihydrospiro[pyrrolidine-3,4'-pyrrolo[1,2-b]pyrazol]-1-yl}-2-oxoethyl)methylcarbamate NC1=C(C=C(C=N1)C=1C=C2N(N1)CC[C@]21CN(CC1)C(CN(C(OC(C)(C)C)=O)C)=O)C(F)(F)F